5-(7-(8-ethylnaphthalen-1-yl)-8-fluoro-2-((hexahydro-1H-pyrrolizin-7a-yl)methoxy)pyrido[4,3-d]pyrimidin-4-yl)tetrahydropyrrolo[3,4-c]pyrrole-1,3(2H,3aH)-dione C(C)C=1C=CC=C2C=CC=C(C12)C1=C(C=2N=C(N=C(C2C=N1)N1CC2C(C1)C(NC2=O)=O)OCC21CCCN1CCC2)F